FC1=C(N(N=C1)C)C=1C=CC=2N(C1)N=NC2C(=O)NC=2C(=NC=C(C2)NC(CN2[C@H](CCC2)C)=O)C 6-(4-fluoro-2-methyl-pyrazol-3-yl)-N-[2-methyl-5-[[2-[(2S)-2-methylpyrrolidin-1-yl]acetyl]amino]-3-pyridyl]triazolo[1,5-a]pyridine-3-carboxamide